C(C(C)C)C1CN(C1)C1=NC(=CC(=N1)N1CC2(C=3C=NC(=CC31)NC(C)=O)CC2)C N-(1'-(2-(3-isobutylazetidin-1-yl)-6-methylpyrimidin-4-yl)-1',2'-dihydrospiro[cyclopropane-1,3'-pyrrolo[3,2-c]pyridin]-6'-yl)acetamide